7-chloroheptane-1-sulfonyl chloride ClCCCCCCCS(=O)(=O)Cl